(R)-N-(1-(3-chloro-2,4-difluorophenyl)-2-(4-(trifluoromethyl)cyclohexyl)ethyl)-2-methylPropane-2-sulfinamide ClC=1C(=C(C=CC1F)C(CC1CCC(CC1)C(F)(F)F)N[S@](=O)C(C)(C)C)F